C(C=C)(=O)NC1CCN(CC1)C(=O)OC(C)(C)C tert-butyl 4-acrylamidopiperidine-1-carboxylate